tert-butyl 6-(4-((4-(1H-pyrazol-4-yl)phenyl)amino) pyrimidin-2-yl)-1,1-dimethylisoindoline-2-carboxylate N1N=CC(=C1)C1=CC=C(C=C1)NC1=NC(=NC=C1)C1=CC=C2CN(C(C2=C1)(C)C)C(=O)OC(C)(C)C